4-(6-((4-methoxybenzyl)(methyl)amino)pyridin-2-yl)cyclohexan-1-one COC1=CC=C(CN(C2=CC=CC(=N2)C2CCC(CC2)=O)C)C=C1